1,8,9,10-tetrahydroxyanthracene OC1=CC=CC2=C(C3=CC=CC(=C3C(=C12)O)O)O